FC=1C=CC(=NC1)COC1=NN=C(S1)NC(=O)C=1C=NC(=CC1C1=C(C=CC=C1)OC)C N-[5-[(5-fluoropyridin-2-yl)methoxy]-1,3,4-thiadiazol-2-yl]-4-(2-methoxyphenyl)-6-methylpyridine-3-carboxamide